C(C)(=O)NC1=C(SC(=C1Cl)Cl)C(=O)O 3-acetylamino-4,5-dichlorothiophene-2-carboxylic acid